C(C1=CC=CC=C1)OC(=O)N[C@@H](CC(=O)OC(C)(C)C)CO tert-butyl (S)-3-(((benzyloxy) carbonyl) amino)-4-hydroxybutanoate